BrC=1C2=CC=CC=C2C(=C2C=CC=CC12)Br dibromo-anthracene